O=C(C(=O)OC=1C=CC=C2C(=CNC12)CCN(C)C)CC (3-(2-(dimethylamino) ethyl)-1H-indol-7-yl) oxo-butanoate